ClC=1C(=CC2=C(N(C(NC2=O)=O)C=2C(=NC=CC2C)C(C)C)N1)F (P)-7-chloro-6-fluoro-1-(2-isopropyl-4-methylpyridin-3-yl)pyrido[2,3-d]pyrimidine-2,4(1H,3H)-dione